COC(=O)C=1C=C(C=CC1)CC(=O)OC methyl 3-methoxycarbonylphenylacetate